P(=O)(O)(O)O.P(O)(O)(O)=O phosphoric acid (phosphate)